[N].C(=C)C1=NC2=NC=CC=C2C=C1 vinyl-naphthyridine nitrogen